ClC1=C(CN2CCN(C3=CC=CC=C23)C(CCN2CCCCC2)=O)C=CC=C1 1-(4-(2-chlorobenzyl)-3,4-dihydroquinoxaline-1(2H)-yl)-3-(piperidin-1-yl)propan-1-one